(R)-5-(4-(1-(4-(hydroxymethyl)phenyl)ethyl)piperazin-1-yl)-2-cyanopyridine OCC1=CC=C(C=C1)[C@@H](C)N1CCN(CC1)C=1C=CC(=NC1)C#N